3-(1-(Tert-Butoxycarbonyl) piperidin-4-yl)-3-hydroxyglutarate C(C)(C)(C)OC(=O)N1CCC(CC1)C(CC(=O)[O-])(CC(=O)[O-])O